C(C)NC(CN1N=C(C=CC1=O)C=1C=NC(=CC1)F)=O N-ethyl-2-[3-(6-fluoropyridin-3-yl)-6-oxo-1,6-dihydropyridazin-1-yl]acetamide